BrC=1C=C2C(=NNC(C2=CC1)=O)OC1(CC1)F 6-bromo-4-(2-cis-fluorocyclopropoxy)phthalazin-1(2H)-one